4-((5-((3S,4S)-4-amino-3-methyl-2-oxa-8-azaspiro[4.5]decan-8-yl)pyrazin-2-yl)thio)-8-(2-hydroxyethyl)-6,6a,7,8-tetrahydro-9H-imidazo[1,5-d]pyrido[3,2-b][1,4]oxazin-9-one N[C@@H]1[C@@H](OCC12CCN(CC2)C=2N=CC(=NC2)SC2=CC=NC1=C2OCC2N1C(N(C2)CCO)=O)C